N-(2-(7-cyano-1'-((1s,4s)-4-isopropyl-cyclohexyl)-3-oxo-1H-spiro[isoquinoline-4,4'-piperidin]-2(3H)-yl)ethyl)methane-sulfonamide C(#N)C1=CC=C2C(=C1)CN(C(C21CCN(CC1)C1CCC(CC1)C(C)C)=O)CCNS(=O)(=O)C